C1[C@H](CCCCC)O1 (S)-1,2-epoxyheptane